COC1=C(C=C(C=C1)C(C(C)=O)(C)C)[N+](=O)[O-] 3-(4-methoxy-3-nitrophenyl)-3-methylbutan-2-one